FC1=C(C(=C(C(=C1[B-](C1=C(C(=C(C(=C1F)F)F)F)F)(C1=C(C(=C(C(=C1F)F)F)F)F)C1=C(C(=C(C(=C1F)F)F)F)F)F)F)F)F.C(C)(CC)[NH+](C(C)CC)C(C)CC tris(sec-butyl)ammonium tetrakis(pentafluorophenyl)borate